ClC=1C(=CC(=C(C1)C1=C(N=CN1)C=1N=C2C=C(C=NC2=CC1)NCCN1CCNCC1)F)F 6-[5-(5-chloro-2,4-difluoro-phenyl)-1H-imidazol-4-yl]-N-(2-piperazin-1-ylethyl)-1,5-naphthyridin-3-amine